2-(4,7-dichloro-6-(4-((3S,4S)-3-fluoropiperidin-4-yl)phenyl)-2H-indazol-2-yl)-2-((R)-6-fluoro-6,7-dihydro-5H-pyrrolo[1,2-c]imidazol-1-yl)-N-(thiazolyl)acetamide ClC=1C2=CN(N=C2C(=C(C1)C1=CC=C(C=C1)[C@H]1[C@@H](CNCC1)F)Cl)C(C(=O)NC=1SC=CN1)C1=C2N(C=N1)C[C@@H](C2)F